C(C)(C)(C)OC(=O)N1C=CC2=C(C(=CC(=C12)C)OC)CN1[C@@H](CC(CC1)C1=CSC(=C1)C)C1=CC=C(C=C1)C(=O)OC (S)-5-methoxy-4-((2-(4-(methoxycarbonyl)phenyl)-4-(5-methylthiophen-3-yl)piperidin-1-yl)methyl)-7-methyl-1H-indole-1-carboxylic acid tert-butyl ester